COC(=O)C=1NC2=CC(=CC(=C2C1)Cl)OC1=CC=CC=C1.NC1=NC(=CC(=C1)NC1=CC=C(C(=O)NC2=CC(=CC=C2)NC2=CC=NC=C2)C=C1)C 4-(2-amino-6-methylpyridin-4-ylamino)-N-(3-(pyridin-4-ylamino)phenyl)benzamide methyl-4-chloro-6-phenoxy-1H-indole-2-carboxylate